O1[C@@H](COCC1)C(=O)O (S)-1,4-dioxane-2-carboxylic acid